tert-butyl (6-chloro-5-methoxypyridin-3-yl)carbamate ClC1=C(C=C(C=N1)NC(OC(C)(C)C)=O)OC